ClC1=C(C=C(C=C1)[C@@H]1N(OCC1)C1=CC(=NC=N1)NC=1C(=CC(=C(C1)NC(C=C)=O)N1CCC(CC1)N1CCN(CC1)C(C)C)OC)F N-(5-((6-((R)-3-(4-chloro-3-fluorophenyl)isoxazolidine-2-yl)pyrimidine-4-yl)amino)-2-(4-(4-isopropylpiperazine-1-yl)piperidine-1-yl)-4-methoxyphenyl)acrylamide